[Ni].[Cu].[Fe] Iron-copper-nickel